2-(2-bromo-6-fluorophenoxy)adamantane BrC1=C(OC2C3CC4CC(CC2C4)C3)C(=CC=C1)F